C(O)(=O)O[C@H]1C([C@@H](O[C@@H]1CO)N1C(=O)N=C(N)C=C1)(F)F deoxy-2',2'-difluorocytidine-3'-carbonate